dicarbon dioxide C(=C=O)=O